(3-bromoimidazo[1,2-a]pyridin-6-yl)-(6-fluoro-4-methyl-2,3-dihydroquinoxalin-1-yl)methanone BrC1=CN=C2N1C=C(C=C2)C(=O)N2CCN(C1=CC(=CC=C21)F)C